C(C1=CC=CC=C1)C=1NC(=NN1)C(=O)NC1=NC=CC(=C1)C1=C(C=CC(=C1)OCCCC(C)(C)O)C(F)(F)F 5-benzyl-N-(4-(5-((4-hydroxy-4-methylpentyl)oxy)-2-(trifluoromethyl)phenyl)pyridin-2-yl)-4H-1,2,4-triazole-3-carboxamide